(E)-3-(4-methoxyphenyl)-N-(2-pyridyl)-N-(tetra-hydrofuran-2-ylmethyl)prop-2-enamide COC1=CC=C(C=C1)/C=C/C(=O)N(CC1OCCC1)C1=NC=CC=C1